FC(CC1=NC=CC(=C1)CNC(=O)NC1CC(C1)C(F)(F)F)(F)F 1-[[2-(2,2,2-trifluoroethyl)pyridin-4-yl]methyl]-3-[(1r,3r)-3-(trifluoromethyl)cyclobutyl]urea